NC1=NON=C1C1=NN=NN1O 5-(3-aminofurazan-4-yl)-1-Hydroxytetrazole